BrC=1C2=CN(N=C2C(=C(C1Cl)F)N)C1OCCCC1 4-bromo-5-chloro-6-fluoro-2-(tetrahydro-2H-pyran-2-yl)-2H-indazol-7-amine